C1(C(C(C(C(C1=O)=O)=O)=O)=O)=O cyclohexanehexon